1-(2-acetylhydrazinecarbonyl)-N-(4-chloro-2-fluoro-5-(pyrrolo[2,1-f][1,2,4]triazin-2-yl)phenyl)-3-methyl-6-azabicyclo[3.1.1]heptane-6-carboxamide C(C)(=O)NNC(=O)C12CC(CC(N1C(=O)NC1=C(C=C(C(=C1)C1=NN3C(C=N1)=CC=C3)Cl)F)C2)C